[O-]S(=O)(=O)C(F)(F)F.C(CC)[NH+]1C=C(C=C1)C 1-propyl-3-methylpyrrolium triflate